3-(trifluoromethanesulfonylmethyl)azetidine hydrobromide Br.FC(S(=O)(=O)CC1CNC1)(F)F